C(CC)[C@@H]1CC[C@H](CC1)C1CC=CCC1 4-(trans-4-propylcyclohexyl)-1-cyclohexene